ClC1=C(C=C(C(=C1)C(F)(F)F)C1CC1)NC(CN1C=2N(C(C(=C1CC)N1CCNCC1)=O)N=C(N2)C2=CC1=C(COC1)C=C2)=O N-[2-chloro-5-cyclopropyl-4-(trifluoromethyl)phenyl]-2-[2-(1,3-dihydro-2-benzofuran-5-yl)-5-ethyl-7-oxo-6-(piperazin-1-yl)-[1,2,4]triazolo[1,5-a]pyrimidin-4-yl]acetamide